1-(5-fluoro-2-hydroxyphenyl)ethane-1-one oxime FC=1C=CC(=C(C1)C(C)=NO)O